C(#N)C=1C=CC2=C(N(C(=N2)NC([C@H](C(C)(C)O)C)=O)C2CCC2)C1 (S)-N-(6-cyano-1-cyclobutyl-1H-benzo[d]imidazol-2-yl)-3-hydroxy-2,3-dimethylbutanamide